tert-butyl (1R,3S,5R)-5-((allyl(methyl)amino)methyl)-3-((3-((allyloxy)methyl)-6-bromopyridin-2-yl)carbamoyl)-2-azabicyclo[3.1.0]hexane-2-carboxylate C(C=C)N(C)C[C@]12C[C@H](N([C@@H]2C1)C(=O)OC(C)(C)C)C(NC1=NC(=CC=C1COCC=C)Br)=O